C(CCC)C1C(=NN(C1(C(=O)O)C)C1=C(C=C(C=C1)F)Cl)C1=CC=C(C=C1)F 4-butyl-1-(2-chloro-4-fluorophenyl)-3-(4-fluorophenyl)-5-methyl-4,5-dihydro-1H-pyrazole-5-carboxylic acid